C(C)(C)(C)OC(=O)N1C[C@@H](CCC1)N (R)-1-tert-Butoxycarbonyl-3-aminopiperidine